ClC1=CC=C(C=C1)CCC(=O)O 3-(4-chlorophenyl)propanoic acid